C(C)OC(CC1=CC(=CC=C1)CC(=O)NC1=C(C=C(C(=C1)Cl)Br)C=O)=O 2-(3-(2-((4-bromo-5-chloro-2-formylphenyl)amino)-2-oxoethyl)phenyl)acetic acid ethyl ester